N-(4-{[6-(5-chloro-2-fluorophenyl)pyridazin-4-yl]amino}pyridin-2-yl)-3-(4-methylpiperazin-1-yl)propanamide ClC=1C=CC(=C(C1)C1=CC(=CN=N1)NC1=CC(=NC=C1)NC(CCN1CCN(CC1)C)=O)F